CN1[C@@H]([C@H](CC1=O)C(=O)NCCCOCCCOCCCC(=O)OCC)C=1C=NC=CC1 Ethyl 4-(3-(3-((2S,3S)-1-methyl-5-oxo-2-(pyridin-3-yl)pyrrolidine-3-carboxamido) propoxy)propoxy)butanoate